C(C)(=O)C=1C(OC2=C(C1N1CCOCC1)C=CC(=C2)NC2=NC=CC(=N2)C2=CC=CC=1OCOC12)=O 3-acetyl-7-((4-(benzo[d][1,3]dioxol-4-yl)pyrimidin-2-yl)amino)-4-morpholinyl-2H-benzopyran-2-one